CN1CCN(CC1)N1CCCCC1 (4-methylpiperazin-1-yl)piperidine